FC(C(=O)O)(F)F.COC=1C=C(C=CC1C)NC1=NC=C(C(=N1)NC=1C=CC2=C(NC(O2)=O)C1)[N+](=O)[O-] 5-(2-(3-methoxy-4-methylphenylamino)-5-nitropyrimidin-4-ylamino)benzo[d]oxazol-2(3H)-one trifluoroacetate salt